(5-amino-2-(2-bromobenzyl)-8-iodo-[1,2,4]triazolo[1,5-c]pyrimidin-7-yl)benzonitrile NC1=NC(=C(C=2N1N=C(N2)CC2=C(C=CC=C2)Br)I)C2=C(C#N)C=CC=C2